FC=1C2=C(C(=NC1)C)CC(C2)NCCCC2=CN(C(O2)=O)C2=NC1=C(OCC(N1COCC[Si](C)(C)C)=O)N=C2 6-[5-[3-[(4-fluoro-1-methyl-6,7-dihydro-5H-cyclopenta[c]pyridin-6-yl)amino]propyl]-2-oxo-oxazol-3-yl]-4-(2-trimethylsilylethoxymethyl)pyrazino[2,3-b][1,4]oxazin-3-one